pyridinium 1H-indole-3-sulfonate N1C=C(C2=CC=CC=C12)S(=O)(=O)[O-].[NH+]1=CC=CC=C1